[1,2-bis(diphenylphosphino)ethane] palladium (II) [Pd+2].C1(=CC=CC=C1)P(CCP(C1=CC=CC=C1)C1=CC=CC=C1)C1=CC=CC=C1